6-(5-chloro-1-(1-methylpiperidin-4-yl)-1H-pyrazol-4-yl)-4-((2-cyanophenyl)thio)pyrazolo[1,5-a]pyridine-3-carbonitrile ClC1=C(C=NN1C1CCN(CC1)C)C=1C=C(C=2N(C1)N=CC2C#N)SC2=C(C=CC=C2)C#N